C(#N)C=1C(=NC=CC1)C1=CC=NC=C1C(=O)O 3-cyanopyridine-nicotinic acid